CC(C(O)(CCCC)C)CC dimethylbutylbutanol